CN1CCN(CC1)C1=CC=C(C=C1)C(C)(C)N 2-(4-(4-methylpiperazin-1-yl)phenyl)propan-2-amine